OC=1C=C2CC[C@@H]([C@@H](C2=CC1)C1=CC=C(C=C1)N1CCCCC1)CC(C)(C)C 1-(4-((1R,2R)-6-Hydroxy-2-neopentyl-1,2,3,4-tetrahydronaphthalen-1-yl)phenyl)piperidine